FC1=C(C=CC(=C1)C(F)(F)F)COC1C[C@@H]2COC[C@H](C1)N2C(=O)N2C[C@@H]1[C@@H](OCC(N1)=O)CC2 (4aR,8aS)-6-[(1S,5R)-7-[[2-fluoro-4-(trifluoromethyl)phenyl]methoxy]-3-oxa-9-azabicyclo[3.3.1]nonane-9-carbonyl]-4,4a,5,7,8,8a-hexahydropyrido[4,3-b][1,4]oxazin-3-one